ClC=1C=C(C=C2C(=C(C=NC12)C#N)NC1=CC(=C(C=C1)F)Cl)N[C@H](C=1N=NNC1)C1=CSC=2CN(CCC21)CC (S)-8-chloro-4-((3-chloro-4-fluorophenyl)amino)-6-(((6-ethyl-4,5,6,7-tetrahydrothieno[2,3-c]pyridin-3-yl)(1H-1,2,3-triazol-4-yl)methyl)amino)quinoline-3-carbonitrile